(S)-4-(3-(2-decanamido-3-(hexylamino)-3-oxopropyl)ureido)benzoic acid C(CCCCCCCCC)(=O)N[C@@H](CNC(NC1=CC=C(C(=O)O)C=C1)=O)C(=O)NCCCCCC